2-[2-fluoro-4-(trifluoromethyl)phenyl]-3-(pyridin-4-yl)-4,5,6,7-tetrahydropyrazolo[1,5-a]pyrazine hydrochloride Cl.FC1=C(C=CC(=C1)C(F)(F)F)C1=NN2C(CNCC2)=C1C1=CC=NC=C1